C(C)[C@@H]1N(C[C@H](N(C1)C(CC)C1=C(C=C(C=C1)OC(F)(F)F)F)CC)C1=CC(N(C=2C=CC(=NC12)C#N)C)=O 8-[(2s,5r)-2,5-diethyl-4-{1-[2-fluoro-4-(trifluoromethoxy)phenyl]propyl}piperazin-1-yl]-5-methyl-6-oxo-5,6-dihydro-1,5-naphthyridine-2-carbonitrile